(1-hydroxy-2,2,6,6-tetramethyl piperidin-4-yl) sebacate C(CCCCCCCCC(=O)[O-])(=O)OC1CC(N(C(C1)(C)C)O)(C)C